(2R,6S)-2,6-dimethyl-4-((E)-4-oxopent-2-enoyl)piperazine C[C@H]1N[C@H](CN(C1)C(\C=C\C(C)=O)=O)C